ClC=1C=C2C=C(COC2=CC1)C(=O)N 6-chloro-2H-chromen-3-carboxamide